BrC=1C=2N(C3=CC=CC=C3C1)C(=CC2C(=O)OCC)C(C2=C(C=CC=C2)[N+](=O)[O-])=O Ethyl 4-bromo-1-(2-nitrobenzoyl)pyrrolo[1,2-a]quinoline-3-carboxylate